3-(5-amino-6-(difluoromethoxy)pyridin-3-yl)-1H-indole-7-carbonitrile NC=1C=C(C=NC1OC(F)F)C1=CNC2=C(C=CC=C12)C#N